C1(CCC1)NC=1C=C(C=CC1N1CCN(CC1)C)NC=1N=CC2=C(N1)N=C(C=C2C#C)OC N3-cyclobutyl-N1-{5-ethynyl-7-methoxypyrido[2,3-d]pyrimidin-2-yl}-4-(4-methylpiperazin-1-yl)benzene-1,3-diamine